[2-fluoro-3-[[7-[(3-fluoro-2-pyridyl)oxy]-4-methyl-2-oxo-chromen-3-yl]methyl]phenyl] sulfamate S(N)(OC1=C(C(=CC=C1)CC=1C(OC2=CC(=CC=C2C1C)OC1=NC=CC=C1F)=O)F)(=O)=O